FC=1C=C(OCCCNC([C@H](C)N(C(OC(C)(C)C)=O)C)=O)C=C(C1)[N+](=O)[O-] tert-butyl (S)-(1-((3-(3-fluoro-5-nitrophenoxy)propyl)amino)-1-oxopropan-2-yl)(methyl)carbamate